C1(=CC=CC=C1)C1=CC=C(O1)CO (5-phenyl-2-furyl)-methanol